allyl (S)-(5-(benzyloxy)-2-(6-(((tert-butyldimethylsilyl)oxy)methyl)-4-(4-(N-methylsulfamoyl)phenyl)-1,2,3,6-tetrahydropyridine-1-carbonyl)-4-methoxy-phenyl)carbamate C(C1=CC=CC=C1)OC=1C(=CC(=C(C1)NC(OCC=C)=O)C(=O)N1CCC(=C[C@H]1CO[Si](C)(C)C(C)(C)C)C1=CC=C(C=C1)S(NC)(=O)=O)OC